6-(2-amino-6-chloro-(4-(1-methylpiperidin-4-yl)phenyl)pyridin-3-yl)-3,4-dihydroisoquinolin-1(2H)-one NC1=NC(=CC(=C1C=1C=C2CCNC(C2=CC1)=O)C1=CC=C(C=C1)C1CCN(CC1)C)Cl